ClC1=NC=C(N=C1)OCCCOC 2-chloro-5-(3-methoxypropoxy)pyrazine